3-(4-(5-(azetidin-3-yloxy)pyrimidin-2-yl)-5-cyclopropylisoxazol-3-yl)-1-(1-methylcyclopropyl)-1H-pyrazolo[3,4-d]pyrimidin-4-amine trifluoroacetate FC(C(=O)O)(F)F.N1CC(C1)OC=1C=NC(=NC1)C=1C(=NOC1C1CC1)C1=NN(C2=NC=NC(=C21)N)C2(CC2)C